6-(1-(2-(Cyclopropylmethyl)-2-azaspiro[3.3]heptan-6-yl)piperidin-4-yl)-1,4-dimethyl-2-(4-(methylsulfonyl)phenyl)-1H-benzo[d]imidazol C1(CC1)CN1CC2(C1)CC(C2)N2CCC(CC2)C=2C=C(C1=C(N(C(=N1)C1=CC=C(C=C1)S(=O)(=O)C)C)C2)C